C1(CC1)CN(C(OC(C)(C)C)=O)[C@H]1CN(CCC1)C=1C=NC(=CC1)C(C)N1N=NC(=C1)C1=NC(=CN=C1)N1CCCC1 tert-butyl (cyclopropylmethyl)((3R)-1-(6-(1-(4-(6-(pyrrolidin-1-yl)pyrazin-2-yl)-1H-1,2,3-triazol-1-yl)ethyl)pyridin-3-yl)piperidin-3-yl)carbamate